methyl 2-(6-bromo-1-(6-((3-bromopyridin-2-yl)oxy)hexyl)-1H-pyrrolo[2,3-b]pyridin-2-yl)-7-methoxy-1-methyl-1H-benzo[d]imidazole-5-carboxylate BrC1=CC=C2C(=N1)N(C(=C2)C2=NC1=C(N2C)C(=CC(=C1)C(=O)OC)OC)CCCCCCOC1=NC=CC=C1Br